ClC=1C=NN2C1C=C(C=C2C#N)C=C 3-chloro-5-vinylpyrazolo[1,5-a]pyridine-7-carbonitrile